4-(diphenylamino)benzeneOne C1(=CC=CC=C1)N(C1=CCC(C=C1)=O)C1=CC=CC=C1